2-{3-[(3R)-3-(tert-butylamino)pyrrolidin-1-yl]-1,2,4-triazin-6-yl}-5-(8-ethyl-2-methylimidazo[1,2-a]pyridin-6-yl)pyridin C(C)(C)(C)N[C@H]1CN(CC1)C=1N=NC(=CN1)C1=NC=C(C=C1)C=1C=C(C=2N(C1)C=C(N2)C)CC